[Cl-].C1(=CC=CC=C1)PC1=CC(=CC(=C1)C)C phenyl-(3,5-dimethylphenyl)phosphine chloride